N-(2,6-dichlorophenyl)-4-methoxy-2-((4-(4-methyl-7-oxo-1,4-diazepan-1-yl)phenyl)amino)pyrimidine-5-carboxamide ClC1=C(C(=CC=C1)Cl)NC(=O)C=1C(=NC(=NC1)NC1=CC=C(C=C1)N1CCN(CCC1=O)C)OC